C(C)OCOC=1C=C(C#N)C=CC1C1=NN=C(C2=CC=CC=C12)N[C@H]1COCCC1 (R)-3-(ethoxymethoxy)-4-(4-((tetrahydro-2H-pyran-3-yl)amino)phthalazin-1-yl)benzonitrile